C(C)C(CC=C(C(=O)OCCCCCC(C)C)CC(=O)[O-])CCCC Monoisooctyl (mono-2-ethylhexyl itaconate)